FC(S(=O)(=O)[O-])(F)F.C1=CC=CC2=[NH+]C=C3C=CC=CC3=C12 phenanthridinium trifluoromethanesulfonate